N-(3-(4-Benzamidophenyl)-1-methyl-1H-pyrazol-5-yl)-4-ethynylbenzamide C(C1=CC=CC=C1)(=O)NC1=CC=C(C=C1)C1=NN(C(=C1)NC(C1=CC=C(C=C1)C#C)=O)C